ethyl 8-(4-chlorophenyl)-2-methyl-2H,8H-pyrazolo[3,4-b]indole-5-carboxylate ClC1=CC=C(C=C1)N1C=2C(C3=CC(=CC=C13)C(=O)OCC)=CN(N2)C